1,4-di-tert-butyl 4-[(3-formylphenyl)methyl]piperidine-1,4-dicarboxylate C(=O)C=1C=C(C=CC1)CC1(CCN(CC1)C(=O)OC(C)(C)C)C(=O)OC(C)(C)C